The molecule is an acetate ester that is uracil in which the three hydroxy hydrogens are replaced by acetate group. A prodrug for uridine, it is used for the treatment of hereditary orotic aciduria and for management of fluorouracil toxicity. It has a role as a prodrug, a neuroprotective agent and an orphan drug. It is a member of uridines and an acetate ester. CC(=O)OC[C@@H]1[C@H]([C@H]([C@@H](O1)N2C=CC(=O)NC2=O)OC(=O)C)OC(=O)C